C(C(=C)C)(=O)OC1COC1=O 4-oxo-oxetan-3-yl methacrylate